NC1=C2C(N(C(C2=CC=C1)=O)C1C(NC(CC1)=O)=O)=O 4-amino-2-(2,6-dioxo-piperidin-3-yl)isoindole-1,3-dione